The molecule is an organic heteropentacyclic compound that is 6H-furo[3,2-c]xanthen-6-one substituted by hydroxy groups at positions 7 and 10, 2-methoxypropan-2-yl group at position 2 and a 2-methylbut-3-en-2-yl group at position 8. Isolated from the woods of Garcinia subelliptica, it exhibits antioxidant activity. It has a role as a metabolite and an antioxidant. It is a cyclic ether, a polyphenol, a cyclic ketone and an organic heterotetracyclic compound. CC(C)(C=C)C1=CC(=C2C(=C1O)C(=O)C3=C(O2)C4=C(C=C3)C=C(O4)C(C)(C)OC)O